CN1C(C=2N(N=C3C=CC(=CC23)B2OC(C(O2)(C)C)(C)C)CC12CC2)=O 2'-methyl-9'-(4,4,5,5-tetramethyl-1,3,2-dioxaborolan-2-yl)-4'H-spiro[cyclopropane-1,3'-pyrazino[1,2-b]indazol]-1'(2'H)-one